bis(3-pentyloctyl) 9-((tetrahydro-2H-pyran-4-yl)amino)heptadecanedioate O1CCC(CC1)NC(CCCCCCCC(=O)OCCC(CCCCC)CCCCC)CCCCCCCC(=O)OCCC(CCCCC)CCCCC